CC1=C(C=C(C(=C1)SC1=CC(=CC=C1)OC(C(F)F)(F)F)C)N=CN(C)CC N'-(2,5-dimethyl-4-{[3-(1,1,2,2-tetrafluoro-ethoxy)phenyl]sulfanyl}phenyl)-N-ethyl-N-methylimidoformamide